CC(=C)C1=CC=CC=C1 Alpha-Methyl-styrene